ClC1=C(C=C(C(=O)NC2=CC(=C(C=C2)F)C)C=C1)C(C(=O)NC(C)C)(F)F 4-chloro-3-(1,1-difluoro-2-(isopropylamino)-2-oxoethyl)-N-(4-fluoro-3-methylphenyl)benzamide